C(#N)C=1C=C(C(=C(C1)NC(C1=C(C=C(C=C1)NS(=O)(=O)CCO)N1CCC2(CC2)CC1)=O)F)N1CCC(CC1)(F)F N-(5-cyano-3-(4,4-difluoropiperidin-1-yl)-2-fluorophenyl)-4-((2-hydroxyethyl)sulfonylamino)-2-(6-azaspiro[2.5]oct-6-yl)benzamide